(E)-2-nitrovinylbenzene [N+](=O)([O-])/C=C/C1=CC=CC=C1